1-methyl-9,10-bis(n-butylcarbonyloxy)anthracene CC1=CC=CC2=C(C3=CC=CC=C3C(=C12)OC(=O)CCCC)OC(=O)CCCC